4-bromobenzene-1-thiol BrC1=CC=C(C=C1)S